CC([C@H](N)C1=NC=CC=C1)(C)C (S)-2,2-dimethyl-1-(pyridin-2-yl)propan-1-amine